2-methyl-3-tert-butylcarbonyloxy-pyridin-4-one CC1=NC=CC(C1OC(=O)C(C)(C)C)=O